tert-butyl (S)-4-(1-((6-fluoro-2-methylpyrazolo[1,5-a]pyridin-5-yl)carbamoyl)-2,3-dihydro-1H-pyrrolo[2,3-b]pyridin-4-yl)-2-methylpiperazine-1-carboxylate FC=1C(=CC=2N(C1)N=C(C2)C)NC(=O)N2CCC=1C2=NC=CC1N1C[C@@H](N(CC1)C(=O)OC(C)(C)C)C